CN1C(N(CC1)CC(=O)OC(C)(C)C)=O tert-Butyl 2-(3-methyl-2-oxo-imidazolidin-1-yl)acetate